3-(N,N-dimethylamino)phenyl-boronic acid CN(C)C=1C=C(C=CC1)B(O)O